O1C[C@H]([C@@H](C1)N)N (3S,4S)-tetrahydrofuran-3,4-diamine